(S)-6-(3-((4-Methyl-4H-1,2,4-triazol-3-yl)methyl)oxetan-3-yl)-2-(3-((3-methyl-piperidin-1-yl)methyl)-5-(pyrrolidin-1-yl)phenyl)isoindolin-1-one CN1C(=NN=C1)CC1(COC1)C1=CC=C2CN(C(C2=C1)=O)C1=CC(=CC(=C1)N1CCCC1)CN1C[C@H](CCC1)C